tert-butyl methyl(3,6,9,12,15-pentaoxaoctadec-17-yn-1-yl)carbamate CN(C(OC(C)(C)C)=O)CCOCCOCCOCCOCCOCC#C